NCCCCCCCCCCCCCCCC 1-aminohexadecane